methyl (3S)-5-fluoro-3-[[(2S)-2-[[(2S)-3-methyl-2-(phenylmethoxycarbonylamino)butanoyl]amino]propanoyl]amino]-4-oxopentanoate FCC([C@H](CC(=O)OC)NC([C@H](C)NC([C@H](C(C)C)NC(=O)OCC1=CC=CC=C1)=O)=O)=O